C(C)(=O)N1CC[C@@H]2N(C([C@H](C1)NC(=O)C1=CC3=C(S1)C=CC(=C3)C(F)(F)P(O)(O)=O)=O)[C@@H](CC2)C(=O)N2CCCC23CCCC3 ((2-(((5S,8S,10aR)-3-acetyl-6-oxo-8-(1-azaspiro[4.4]nonane-1-carbonyl)decahydropyrrolo[1,2-a][1,5]diazocin-5-yl)carbamoyl)benzo[b]thiophen-5-yl)difluoromethyl)phosphonic acid